C1(=CC=CC=C1)C=1C=CC2=C(N=NC=3C=CC=CC23)C1 3-Phenylbenzo[C]cinnoline